ClC1=C(C=CC(=C1)C(F)(F)F)S(=O)(=O)NC1=NC=NN2C1=CC=C2C=2C=C1C=NC(=NC1=C(C2)CC)N[C@@H]2CNCCC2 (S)-2-chloro-N-(7-(8-ethyl-2-(piperidin-3-ylamino)quinazolin-6-yl)pyrrolo[2,1-f][1,2,4]triazin-4-yl)-4-(trifluoromethyl)benzenesulfonamide